COC1=CC=C(C=C1)C1(CCCCCCCCCCC1)O 1-(4-methoxyphenyl)cyclododecan-1-ol